ClCCCCCCOCCOCCC(=O)N 3-(2-((6-chlorohexyl)oxy)ethoxy)propanamide